C(CCCCCCCCCCC)[N+](C)(C)[O-] dodecyl-dimethyl-amine N-oxide